CC1(CC=C(CC1)C=1N=C2N(C(C1)=O)C=C(C=C2C(C)NC2=C(C(=O)OC(C)(C)C)C=CC=C2)C)C tert-butyl 2-((1-(2-(4,4-dimethylcyclohex-1-en-1-yl)-7-methyl-4-oxo-4H-pyrido[1,2-a]pyrimidin-9-yl)ethyl)amino)benzoate